N-(2-butoxy)phenyl-N'-(3-(octahydro-2H-quinolizin-2-yl)-1H-indol-5-yl)thiourea fumarate C(\C=C\C(=O)O)(=O)O.CC(CC)ON(C(=S)NC=1C=C2C(=CNC2=CC1)C1CC2CCCCN2CC1)C1=CC=CC=C1